4-(tert-butoxycarbonyl)-6-chloropicolinic acid C(C)(C)(C)OC(=O)C1=CC(=NC(=C1)Cl)C(=O)O